OCC[C@@H]1CC[C@H](CC1)NC(N(C)C)=O (trans)-4-(2-hydroxyethyl)cyclohexyl-1,1-dimethylurea